CC1=CC=C(C=C1)N tolylamine